4-bromo-7-methoxy-1H-pyrazolo[3,4-c]pyridine BrC1=C2C(=C(N=C1)OC)NN=C2